1-fluorocyclohexanecarboxylic acid FC1(CCCCC1)C(=O)O